2-(4'-trifluoromethylphenyl)-3-isoquinolinoquinolone FC(C1=CC=C(C=C1)C1N=C2C3=C(C=CC2=CC1=O)N=CC=1C=CC=CC13)(F)F